FC=1C=C(C#N)C=C(C1)OC1=CC=C(C=2[S@@](C([C@H](C21)F)(F)F)=O)C(F)(F)F 3-fluoro-5-(((1S,3S)-2,2,3-trifluoro-1-oxido-7-(trifluoromethyl)-2,3-dihydrobenzo[b]thiophen-4-yl)oxy)benzonitrile